ethyl-6-(3-methoxybenzyl)-4-methyl-4H-thiazolo[5',4':4,5]pyrrolo[2,3-d]pyridazin-5(6H)-one C(C)C=1SC2=C(N(C=3C(N(N=CC32)CC3=CC(=CC=C3)OC)=O)C)N1